2-bromo-5-chloro-1,3-diphenoxybenzene BrC1=C(C=C(C=C1OC1=CC=CC=C1)Cl)OC1=CC=CC=C1